(R)-N-(1-(4-(1-(4-Chloro-3-(4-fluoropiperidin-1-yl)phenyl)ethyl)piperazine-1-carbonyl)-1H-pyrazol-3-yl)methanesulfonamide ClC1=C(C=C(C=C1)[C@@H](C)N1CCN(CC1)C(=O)N1N=C(C=C1)NS(=O)(=O)C)N1CCC(CC1)F